N1C(=NC=C1)C1=NC=CC=C1 (1H-imidazole-2-yl)pyridine